[Cl-].[Cl-].FC(C=1C=C(C=CC1)C(=[Zr+2](C1=C(C(=CC=2C3=CC(=C(C=C3CC12)C)C(C)(C)C)C(C)(C)C)C)C1C=CC=C1)C1=CC(=CC=C1)C(F)(F)F)(F)F Bis(m-trifluoromethylphenyl)methylene(cyclopentadienyl)(2,7-dimethyl-3,6-di-tert-butylfluorenyl)zirconium dichloride